2-(4-bromo-2-hydroxyphenyl)-4(s)-methylimidazole BrC1=CC(=C(C=C1)C=1NC=C(N1)C)O